FC([C@@H]1N(CCC1)C(=O)C=1C=CC=C2C(=NC=NC12)N)(F)F 8-[(2R)-2-(trifluoromethyl)pyrrolidine-1-carbonyl]quinazolin-4-amine